CC(C(C(=O)ONC(OCC(Cl)(Cl)Cl)=O)C1=CC=CC=C1)C 2,2,2-trichloroethyl ((3-methyl-2-phenylbutanoyl)oxy)carbamate